(2R,3S)-2-(4-(cyclopentyl-(1,7-naphthyridin-8-yl)amino)phenyl)-N-(4-methyl-3-(trifluoromethyl)phenyl)piperidine-3-carboxamide C1(CCCC1)N(C1=CC=C(C=C1)[C@@H]1NCCC[C@@H]1C(=O)NC1=CC(=C(C=C1)C)C(F)(F)F)C=1N=CC=C2C=CC=NC12